methyl (2-(4-((4-fluoro-3-methylphenyl)carbamoyl)-1,3,5-trimethyl-1H-pyrrol-2-yl)-2-oxoacetyl)-D-allothreoninate FC1=C(C=C(C=C1)NC(=O)C=1C(=C(N(C1C)C)C(C(=O)N[C@H]([C@H](O)C)C(=O)OC)=O)C)C